C(C)C(COCCOCCO)CCCC diethylene glycol e-2-ethylhexyl ether